3-amino-1-((1S,2R)-2-methylcyclopropyl)pyridin-2(1H)-one NC=1C(N(C=CC1)[C@@H]1[C@@H](C1)C)=O